Methyl (3'R,4'S,5'R)-4'-(2-fluoro-3-methylphenyl)-6''-methyl-2''-oxodispiro[cyclohexane-1,2'-pyrrolidine-3',3''-indoline]-5'-carboxylate FC1=C(C=CC=C1C)[C@H]1[C@@H](NC2(CCCCC2)[C@@]12C(NC1=CC(=CC=C21)C)=O)C(=O)OC